NC1=CC=C(C=C1)C(C)(C)C1=CC=CC=C1 (2-(4-aminophenyl)-2-propyl)benzene